methyl 4-(2-{[2-(cyclopropylcarbamoyl)phenyl]amino}-2-oxoethyl)benzoate C1(CC1)NC(=O)C1=C(C=CC=C1)NC(CC1=CC=C(C(=O)OC)C=C1)=O